COC([C@H](C[C@H]1C(NCC1)=O)NC(=O)C1N(CC2=CC=CC=C12)C(=O)OC(C)(C)C)=O tert-butyl 1-(((S)-1-methoxy-1-oxo-3-((S)-2-oxopyrrolidin-3-yl)propan-2-yl)carbamoyl)isoindoline-2-carboxylate